trans-methyl 4-[[(3S)-3-[4-[2-(2-amino-3-pyridyl)-5-(2-fluorophenyl)imidazo[4,5-b]pyridin-3-yl]phenyl]pyrrolidin-1-yl]methyl]cyclohexanecarboxylate NC1=NC=CC=C1C1=NC=2C(=NC(=CC2)C2=C(C=CC=C2)F)N1C1=CC=C(C=C1)[C@H]1CN(CC1)C[C@@H]1CC[C@H](CC1)C(=O)OC